C(C)C(CO)CCCC.[Ti] titanium 2-ethylhexanol